NC=1C2=CC=CC=C2C=2C=CC=CC2C1C#CC1=C(C=CC=C1)Cl 9-amino-10-(2-chlorophenyl-ethynyl)phenanthrene